2-[4-[3-(4-Bromophenyl)-3-oxoprop-1-enyl]phenoxy]acetic acid BrC1=CC=C(C=C1)C(C=CC1=CC=C(OCC(=O)O)C=C1)=O